tert-butyl 4-(4-(6-amino-2-fluoro-5-(1-oxo-1,2,3,4-tetrahydroisoquinolin-6-yl)pyridin-3-yl)phenyl)piperazine-1-carboxylate NC1=C(C=C(C(=N1)F)C1=CC=C(C=C1)N1CCN(CC1)C(=O)OC(C)(C)C)C=1C=C2CCNC(C2=CC1)=O